C(C)(C)(C)OC(=O)N1CC(C1)C=1C=NC(=CC1)N(C)C1=NC=CC=C1CC 3-[6-[(3-ethyl-2-pyridinyl)-methyl-amino]-3-pyridinyl]azetidine-1-carboxylic acid tert-butyl ester